C1(CCCC1)N1C(N(CC2=C1C=C(N=C2)N[C@H]2[C@H](COC2)NC(C=C)=O)C2=C(C(=CC(=C2Cl)OC)OC)Cl)=S N-((3R,4S)-4-((1-cyclopentyl-3-(2,6-dichloro-3,5-dimethoxyphenyl)-2-thioxo-1,2,3,4-tetrahydropyrido[4,3-d]pyrimidin-7-yl)amino)tetrahydrofuran-3-yl)acrylamide